Tert-butyl (2R)-2-{[3-({(1R)-1-[6-(difluoromethyl)pyridin-3-yl]ethyl}carbamoyl)-5-(5-methyl-1,3-thiazol-2-yl)phenoxy]methyl}morpholine-4-carboxylate FC(C1=CC=C(C=N1)[C@@H](C)NC(=O)C=1C=C(OC[C@H]2CN(CCO2)C(=O)OC(C)(C)C)C=C(C1)C=1SC(=CN1)C)F